2-(bromomethyl)-6-methoxypyridine BrCC1=NC(=CC=C1)OC